C(=O)(O)CCN(CCC(=O)O)C(CCCCCCCCC)=O N-(2-carboxyethyl)-N-(1-oxodecyl)-beta-alanine